C(C)(C)(C)CCCCCO tert-butyl-5-hydroxypentane